aminophenyl-aminoindane NC1C(C2=CC=CC=C2C1)(N)C1=CC=CC=C1